tert-butyl (4-(4-chloro-6-methoxypyridin-2-yl)benzyl)carbamate ClC1=CC(=NC(=C1)OC)C1=CC=C(CNC(OC(C)(C)C)=O)C=C1